C(C)(=O)C1=CN(C2=CC=C(C=C12)NC(CNC(OC(C)(C)C)=O)=O)CC(=O)N(C1CC1)CC(=O)NCC1=C(C(=CC=C1)Cl)F tert-butyl (2-((3-acetyl-1-(2-((2-((3-chloro-2-fluorobenzyl)amino)-2-oxoethyl)(cyclopropyl)amino)-2-oxoethyl)-1H-indol-5-yl)amino)-2-oxoethyl)carbamate